3-(4-fluorophenyl)-4-methyl-isoxazol-5(4H)-one FC1=CC=C(C=C1)C1=NOC(C1C)=O